ClC1=CC(=C(C#N)C=C1)S(=O)(=O)N1CCOCC1 4-Chloro-2-(morpholinosulfonyl)benzonitrile